BrC1=CC(=C(C(=O)N(C)[C@H]2COCC=3NC(C=4C=C(C(=CC4C32)F)F)=O)C=C1F)F (R)-4-bromo-N-(8,9-difluoro-6-oxo-1,4,5,6-tetrahydro-2H-pyrano[3,4-c]isoquinolin-1-yl)-2,5-difluoro-N-methylbenzamide